7-((1H-Imidazol-1-yl)methyl)-2-(6-methoxy-7-(2-methoxyethoxy)quinazolin-4-yl)-5-(1-methyl-3-(trifluoromethyl)-1H-pyrazol-4-yl)-3,4-dihydroisoquinolin-1(2H)-one N1(C=NC=C1)CC1=CC(=C2CCN(C(C2=C1)=O)C1=NC=NC2=CC(=C(C=C12)OC)OCCOC)C=1C(=NN(C1)C)C(F)(F)F